3-[({2-amino-3-[(2-imino-2,3-dihydro-1,3-oxazol-3-yl)methyl]phenyl}carbamothioyl)amino]-3-[3-(trifluoromethyl)-phenyl]butyl 2,2-dimethylpropanoate CC(C(=O)OCCC(C)(C1=CC(=CC=C1)C(F)(F)F)NC(NC1=C(C(=CC=C1)CN1C(OC=C1)=N)N)=S)(C)C